C1(CC1)NC1=NC=2N(C(C(=NC2C=N1)C1=CC2=CN(N=C2C=C1)CC(C)(C)O)=O)C1=CC=C(C=C1)OC(F)F 2-(cyclopropylamino)-8-(4-(difluoromethoxy)phenyl)-6-(2-(2-hydroxy-2-methylpropyl)-2H-indazole-5-yl)pteridine-7(8H)-one